(S)-3-Methyl-1-(5-(pentafluoro-λ6-sulfanyl)pyridin-2-yl)piperazine hydrochloride Cl.C[C@H]1CN(CCN1)C1=NC=C(C=C1)S(F)(F)(F)(F)F